(7-(3,4-dimethoxyphenyl)pyrazolo[1,5-a]pyrimidin-2-yl)(5-(4-methylpiperazine-1-carbonyl)indolin-1-yl)methanone COC=1C=C(C=CC1OC)C1=CC=NC=2N1N=C(C2)C(=O)N2CCC1=CC(=CC=C21)C(=O)N2CCN(CC2)C